FC=1C=C(C=CC1C=1N=C2SC3=C(C=NC(=C3)C(NCCCN3CCC(CC3)F)=O)N2C1)C1N(CCC1)C(=O)OC(C)(C)C Tert-butyl 2-(3-fluoro-4-(7-((3-(4-fluoropiperidin-1-yl)propyl)carbamoyl)imidazo[2',1':2,3]thiazolo[4,5-c]pyridin-2-yl)phenyl)pyrrolidine-1-carboxylate